C(N)(=O)C1=C(C(=CC(=C1)Cl)C)NC(=O)C=1N(N=C(C1)CN1N=CC(=N1)C(F)(F)F)C1=NC=CC=C1Cl N-(2-carbamoyl-4-chloro-6-methyl-phenyl)-2-(3-chloro-2-pyridyl)-5-[[4-(trifluoromethyl)triazol-2-yl]methyl]pyrazole-3-carboxamide